((chlorosulfonyl)methyl)morpholine-4-carboxylic acid benzyl ester C(C1=CC=CC=C1)OC(=O)N1C(COCC1)CS(=O)(=O)Cl